(5-chloro-3-isopropylpyrazolo[1,5-a]pyrimidin-7-yl)(tert-butyl 3-nitrobenzyl)carbamate ClC1=NC=2N(C(=C1)OC(NC(C1=CC(=CC=C1)[N+](=O)[O-])C(C)(C)C)=O)N=CC2C(C)C